FC=1C=C(C#N)C=CC1N1C([C@@H](N(C(C1)=O)CC1=CC=C(C=C1)C(F)(F)F)CO)=O (S)-3-fluoro-4-(3-(hydroxymethyl)-2,5-dioxo-4-(4-(trifluoromethyl)benzyl)piperazin-1-yl)benzonitrile